2-[4-(4-chlorophenoxy)-2-(trifluoromethyl)phenyl]-1-(1H-1,4,2-triazol-1-yl)butan-2-ol ClC1=CC=C(OC2=CC(=C(C=C2)C(CN2N=CN=C2)(CC)O)C(F)(F)F)C=C1